COC(=O)C1=NC(=CC(=C1)O)C(=O)O 4-Hydroxypyridine-2,6-dicarboxylic acid methyl ester